CN(CCCNCCN)C (3-dimethylaminopropyl)-ethylenediamine